(E)-5-(3,4-Dihydroxybenzylidene)-1-(4-methoxyphenyl)pyrimidine-2,4,6(1H,3H,5H)-trione OC=1C=C(\C=C\2/C(NC(N(C2=O)C2=CC=C(C=C2)OC)=O)=O)C=CC1O